1,2-bis(3-thienyl)perfluorocyclopentene (S)-tert-Butyl-2-hydroxy-2-(4-nitrophenyl)ethyl(3-hydroxypropyl)carbamate C(C)(C)(C)[C@@](CN(C(O)=O)CCCO)(C1=CC=C(C=C1)[N+](=O)[O-])O.S1C=C(C=C1)C1=C(C(C(C1(F)F)(F)F)(F)F)C1=CSC=C1